C(C)(C)(C)OC(=O)N1S(OC[C@H]1CO[Si](C1=CC=CC=C1)(C1=CC=CC=C1)C(C)(C)C)=O (4R)-4-(((tert-butyldiphenylsilyl)oxy)methyl)-1,2,3-oxathiazolidine-3-carboxylic acid tert-butyl ester 2-oxide